N1=CC(=CC2=CC=CC=C12)C=1C=C2C=C(C=NC2=CC1)C#N [3,6'-biquinoline]-3'-carbonitrile